(S)-1-(4-(6-bromo-1H-benzo[d]imidazol-2-yl)-6,7-dihydro-1H-imidazo[4,5-c]pyridin-5(4H)-yl)-4,4-dimethylpentan-1-one BrC=1C=CC2=C(NC(=N2)[C@H]2N(CCC3=C2N=CN3)C(CCC(C)(C)C)=O)C1